6-Chloro-4-((3-(5-fluoropyrimidin-2-yl)-2-methoxyphenyl)amino)-N-methylnicotinamide ClC1=NC=C(C(=O)NC)C(=C1)NC1=C(C(=CC=C1)C1=NC=C(C=N1)F)OC